CC1=C(C=CC(=C1)C)S(=O)(=O)O methyl-4-methylbenzenesulfonic acid